[Si](C)(C)(C(C)(C)C)OCC1=CC=C(C(=O)NNC([C@H](NC2=CC(=C(C=C2)C#N)Cl)[C@@H](O)C)=O)C=C1 4-(((tert-Butyldimethylsilyl)oxy)methyl)-N'-((3-chloro-4-cyanophenyl)-D-threonyl)benzohydrazide